C(C)(C)(C)OC(=O)N(CCCC(C(=O)O)(C)C)CC1=CC=C(C=C1)OC 5-((tert-butoxycarbonyl)(4-methoxybenzyl)amino)-2,2-dimethylpentanoic acid